dimethyl 4-bromo-2,6-dimethylpyridine-3,5-dicarboxylate BrC1=C(C(=NC(=C1C(=O)OC)C)C)C(=O)OC